2,6-di-t-butyl-methylphenol CC1=C(C(=C(C=C1)C(C)(C)C)O)C(C)(C)C